CC(=CC1=CN=C2N1C=C(N=C2)C2=NN(C=C2[N+](=O)[O-])C2OCCCC2)C 3-(2-Methylprop-1-en-1-yl)-6-(4-nitro-1-(tetrahydro-2H-pyran-2-yl)-1H-pyrazol-3-yl)imidazo[1,2-a]pyrazine